Cl.Cl.C(C)(C)[C@H]1OC2=C(CNC1)N=C(C=C2)O (R)-2-isopropyl-2,3,4,5-tetrahydropyrido[2,3-f][1,4]oxazepin-7-ol dihydrochloride